ONC(=O)C1=CC2=C(OCC(N2CC2=C(C=CC=C2)OC)=O)C=C1 N-hydroxy-4-(2-methoxybenzyl)-3-oxo-3,4-dihydro-2H-benzo[b][1,4]oxazine-6-carboxamide